S1CCC(CC1)N1C2=NC=NC=C2NC1=O 9-(tetrahydro-2H-thiopyran-4-yl)-7,9-dihydro-8H-purin-8-one